((2-fluoro-6-(methoxymethoxy)-8-(4,4,5,5-tetramethyl-1,3,2-dioxaborolan-2-yl)naphthalen-1-yl)ethynyl)triisopropylsilane sodium-manganese phosphate P(=O)([O-])([O-])[O-].[Mn+2].[Na+].FC1=C(C2=C(C=C(C=C2C=C1)OCOC)B1OC(C(O1)(C)C)(C)C)C#C[Si](C(C)C)(C(C)C)C(C)C